S-ethyl-isothiourea hydrogen bromide salt Br.C(C)SC(N)=N